5-cyclopropyl-2-(7-{[(3R)-1-ethylpiperidin-3-yl]amino}-2-methylpyrrolo[1,5-d][1,2,4]triazin-4-yl)-3-fluorophenol C1(CC1)C=1C=C(C(=C(C1)O)C1=NN(CC=2N1C=C(C2)N[C@H]2CN(CCC2)CC)C)F